Pentamethylcyclopentadienyl-dimethyl-(1-n-propyl-6,6-dimethyl-1,5,6,7-tetrahydro-s-indacenyl)hafnium CC1=C(C(=C(C1([Hf](C1(C=CC2=CC=3CC(CC3C=C12)(C)C)CCC)(C)C)C)C)C)C